CC=1N=C(C2=C(N1)C1=C(O2)C=CC=C1)N1[C@H]2C[C@H]2C[C@H]1C(=O)O (1S,3S,5S)-2-(2-methylbenzofuro[3,2-d]pyrimidin-4-yl)-2-azabicyclo[3.1.0]hexane-3-carboxylic acid